methyl 3-amino-4-(5-methyl-2-nitrophenyl)butanoate NC(CC(=O)OC)CC1=C(C=CC(=C1)C)[N+](=O)[O-]